ClC1=CC(=C(NC)C=C1Cl)[N+](=O)[O-] 4,5-dichloro-N-methyl-2-nitroaniline